Benzothiazole-d4 [2H]C1=C(C(=C2C(=C1[2H])N=CS2)[2H])[2H]